BrC1=CC=C2C(=N1)NC(=C2)C(=O)OCC ethyl 6-bromo-1H-pyrrolo[2,3-b]pyridine-2-carboxylate